N1N=C(N=C1)CN (1H-1,2,4-triazol-3-yl)methylamine